C(C)(C)(C)OC(=O)N1[C@@H](C[C@H](C1)OC1CCC1)CO (2S,4R)-4-(cyclobutoxy)-2-(hydroxymethyl)pyrrolidine-1-carboxylic acid tert-butyl ester